N-(2,4-difluoro-3-(7-fluoro-3-(1H-imidazol-2-yl)-1H-indazol-6-yl)phenyl)-3,4-difluorobenzenesulfonamide FC1=C(C=CC(=C1C1=CC=C2C(=NNC2=C1F)C=1NC=CN1)F)NS(=O)(=O)C1=CC(=C(C=C1)F)F